N-(3-(2-(((1r,4r)-4-aminocyclohexyl)amino)-5-fluoropyrimidin-4-yl)imidazo[1,2-a]Pyridine-6-yl)-4-fluorobenzamide NC1CCC(CC1)NC1=NC=C(C(=N1)C1=CN=C2N1C=C(C=C2)NC(C2=CC=C(C=C2)F)=O)F